C(C)N1C(N(C2=C1C=C(C=C2C)N2C1=C(OCC2)N=C(N=C1)C=1C=CC(=NC1)C(=O)O)C)=O 5-(5-(3-ethyl-1,7-dimethyl-2-oxo-2,3-dihydro-1H-benzo[d]imidazol-5-yl)-6,7-dihydro-5H-pyrimido[4,5-b][1,4]oxazin-2-yl)picolinic acid